benzyl 4-[[1-[[tert-butyl(dimethyl)silyl]-oxymethyl]cyclopropyl]amino]piperidine-1-carboxylate [Si](C)(C)(C(C)(C)C)OCC1(CC1)NC1CCN(CC1)C(=O)OCC1=CC=CC=C1